(4-(aminomethyl)cyclohexyl)carbamic acid tert-butyl ester C(C)(C)(C)OC(NC1CCC(CC1)CN)=O